CC1CCC(CC1)CC(=O)O 2-(4-methylcyclohexyl)acetic acid